FC1=C(C(=CC=C1)F)C1=CC=CC2=C1C(=NO2)N2C([C@@H]1[C@H](C2)C[C@H](C1)NS(=O)(=O)C)=O |o1:19,20,23| rel-N-{(3aR,5R,6aS)-2-[4-(2,6-difluorophenyl)-1,2-benzoxazol-3-yl]-1-oxooctahydrocyclopenta[c]pyrrol-5-yl}methanesulfonamide